3,3-dimethylcyclobutanol CC1(CC(C1)O)C